CC=1C=C(C(=O)OC2=CC(=CC(=C2)C=NC2=C(C(=CC=C2)Cl)Cl)Br)C=CC1 3-bromo-5-((2,3-dichloro-phenylimino)meth-yl)phenyl 3-methylbenzoate